13-benzyl-8-(benzyloxy)-7,9-dioxo-N-(2,4,6-trifluorobenzyl)-2,3,4,5,7,9-hexahydro-1,6-methanopyrido[1,2-b][1,2,5]triazonine-10-carboxamide C(C1=CC=CC=C1)C1N2N3C(C(N1CCCC2)=O)=C(C(C(=C3)C(=O)NCC3=C(C=C(C=C3F)F)F)=O)OCC3=CC=CC=C3